2-(3-Bromo-phenyl)-N-(2,4-dimethyl-6-morpholin-4-yl-pyridin-3-yl)-acetamide BrC=1C=C(C=CC1)CC(=O)NC=1C(=NC(=CC1C)N1CCOCC1)C